cyclopentane C1CCCC1